C(CCCCCCCCCCCCC)N1C(=C(C(C2=CC=CC=C12)=O)OCC)C1=CC=CC=C1 N-tetradecyl-2-phenyl-3-ethoxyquinolin-4-one